(R)-2-(((1RS,4SR)-3,3-dimethyl-4-(4-(5,6,7,8-tetrahydro-1,8-naphthyridin-2-yl)butoxy)cyclopentyl)(methyl)amino)-2-((S)-1-methylisochroman-8-yl)acetic acid CC1(C[C@H](C[C@@H]1OCCCCC1=NC=2NCCCC2C=C1)N([C@@H](C(=O)O)C=1C=CC=C2CCO[C@H](C12)C)C)C |&1:3,5|